O=C1C2=C(N(C(N1)=S)CC1=C(C#N)C=CC=C1)C=CN2 2-((4-oxo-2-thioxo-2,3,4,5-tetrahydro-1H-pyrrolo[3,2-d]pyrimidin-1-yl)methyl)benzonitrile